CN(C1=C(OCC#CC=2N(C3=CC=CC(=C3C2)NC2CCC(CC2)N(C)C)CC(F)(F)F)C=CC(=C1)S(=O)(=O)C)C (1R,4R)-N4-(2-{3-[2-(dimethylamino)-4-methanesulfonyl-phenoxy]prop-1-yn-1-yl}-1-(2,2,2-trifluoroethyl)-1H-indol-4-yl)-N1,N1-dimethylcyclohexane-1,4-diamine